C1(=CC=C(C=C1)N1N=C(C(=C1)C1=C(C(=O)C2=CC=CC=C2)C=CC=C1)C1=C(C(=O)C2=CC=CC=C2)C=CC=C1)C (1-(p-tolyl)-1H-pyrazole-3,4-diyl)bis(benzophenone)